NC1=C(C=CC(=C1F)NCC1=CC=C(C=C1)C(F)(F)F)NC([C@H]([C@@H](CCCCCCCC)F)F)=O (2R,3R)-N-(2-Amino-3-fluoro-4-((4-(trifluoromethyl)benzyl)amino)phenyl)-2,3-difluoroundecanamid